C(#N)C=1C=NN2C1C(=CC(=C2)OCC(C)(C)O)C=2C=CC(=NC2)N2CCC(CC2)(C)NC(C2=C(C(=CC=C2)F)F)=O N-(1-(5-(3-cyano-6-(2-hydroxy-2-methylpropoxy)pyrazolo[1,5-a]pyridin-4-yl)pyridin-2-yl)-4-methylpiperidin-4-yl)-2,3-difluorobenzamide